C=1(C(=CC=C2C3=CC=CC=C3CC12)CC(C(=O)O)=C)CC(C(=O)O)=C.O(C1=CC=CC=C1)C(C)(O)OC1=CC=CC=C1 bisphenoxyethanol fluorenedimethacrylate